C1(CCC1)CN(C(OC(C)(C)C)=O)[C@H]1CN(CCC1)C=1N=NC(=CC1)C(C)NC(=O)C=1C=2C=NN(C2C(=CC1)F)C1OCCCC1 tert-butyl (cyclobutylmethyl)((3R)-1-(6-(1-(7-fluoro-1-(tetrahydro-2H-pyran-2-yl)-1H-indazole-4-carboxamido)ethyl)pyridazin-3-yl)piperidin-3-yl)carbamate